C1NCC12CC(C2)N2CC1N(C=3C(=NN=C(C3)C3=C(C=CC=C3)O)NC1)CC2 2-(8-(2-azaspiro[3.3]heptan-6-yl)-6,6a,7,8,9,10-hexahydro-5H-pyrazino[1',2':4,5]pyrazino[2,3-c]pyridazin-2-yl)phenol